ClC1=C(C=C(OCC(=O)NC(=O)C23CC(C2)(C3)C=3OC(=NN3)C3CC3)C=C1)F 2-(4-chloro-3-fluoro-phenoxy)-N-[3-(5-cyclopropyl-1,3,4-oxadiazol-2-yl)-1-bicyclo[1.1.1]pentanoyl]acetamide